1-(3-(1-Methyl-1H-pyrazol-4-yl)phenyl)cyclopropan-1-amine CN1N=CC(=C1)C=1C=C(C=CC1)C1(CC1)N